2-butyl-1-(4-methoxybenzyl)-7-(2-methylpropan-1-en-1-yl)-1H-imidazo[4,5-d]pyridazin-4-amine C(CCC)C1=NC=2C(=C(N=NC2N)C=C(C)C)N1CC1=CC=C(C=C1)OC